(R)-4-{6-[4-(4-(2-(2,4-dimethyl-3-oxopiperazin-1-yl)ethoxy)phenyl)piperidin-1-yl]-4-methoxypyridin-3-yl}-6-methyl-1,6-dihydro-7H-pyrrolo[2,3-c]pyridin-7-one C[C@H]1N(CCN(C1=O)C)CCOC1=CC=C(C=C1)C1CCN(CC1)C1=CC(=C(C=N1)C=1C2=C(C(N(C1)C)=O)NC=C2)OC